tert-butyl 6-(3-(4-acetylpiperazin-1-yl)-5-methyl-1H-pyrazol-1-yl)-2-azaspiro[3.3]heptane-2-carboxylate C(C)(=O)N1CCN(CC1)C1=NN(C(=C1)C)C1CC2(CN(C2)C(=O)OC(C)(C)C)C1